trimethylammonium [3-[3-[2-[tert-butyl(dimethyl)silyl]oxyethyl]pyrazol-1-yl]-7-oxo-1,6-diazabicyclo[3.2.1]oct-3-en-6-yl]sulfate [Si](C)(C)(C(C)(C)C)OCCC1=NN(C=C1)C=1CN2C(N(C(C1)C2)OS(=O)(=O)[O-])=O.C[NH+](C)C